6-[(1S)-1-amino-1,3-dihydrospiro[indene-2,4'-piperidin]-1'-yl]-3-(2-chloro-3,4-difluorophenyl)-2,5-dimethyl-3,4-dihydropyrimidin-4-one N[C@@H]1C2=CC=CC=C2CC12CCN(CC2)C2=C(C(N(C(=N2)C)C2=C(C(=C(C=C2)F)F)Cl)=O)C